CC(CC)N1CC(CC1=O)C(=O)NCC1=CC=C(C=C1)C 1-butan-2-yl-N-[(4-methylphenyl)methyl]-5-oxopyrrolidine-3-carboxamid